ClC=1C(=C2C=NNC2=C(C1F)C(C)N1CC(C1)O)C=1N=CC=2N(C1)C=C(N2)NC(C)=O N-(6-(5-chloro-6-fluoro-7-(1-(3-hydroxyazetidin-1-yl)ethyl)-1H-indazol-4-yl)imidazo[1,2-a]pyrazin-2-yl)acetamide